C1(CC1)[C@H](C1=CC=2N(N=C1)C=C(N2)[C@@H](NC(=O)C=2C(=NOC2)OCC(F)F)C2CCC(CC2)(F)F)NC(C[C@H](C(F)(F)F)C)=O |o1:38| N-((S)-(7-((R)-Cyclopropyl((R*)-4,4,4-trifluoro-3-methylbutanamido)methyl)imidazo[1,2-b]pyridazin-2-yl)(4,4-difluorocyclohexyl)methyl)-3-(2,2-difluoroethoxy)isoxazole-4-carboxamide